(R)-N-(2-(4-(azetidin-1-yl)piperidin-1-yl)-5-((6-(3-(4-fluoro-3-(trifluoromethyl)phenyl)isoxazolidin-2-yl)pyrimidin-4-yl)amino)-4-methoxyphenyl)acrylamide N1(CCC1)C1CCN(CC1)C1=C(C=C(C(=C1)OC)NC1=NC=NC(=C1)N1OCC[C@@H]1C1=CC(=C(C=C1)F)C(F)(F)F)NC(C=C)=O